dihydroquinazolin N1CN=CC2=CC=CC=C12